C(C)(C)(C)OC(=O)N(CCC[C@@H](C(=O)OC(C)(C)C)NC(=O)OC(C)(C)C)CCCC=O (S)-tert-butyl 5-((tert-butoxycarbonyl)(4-oxobutyl)amino)-2-((tert-butoxycarbonyl)amino)pentanoate